(E)-2,2-dimethyl-N-(2-methylbenzyl)propan-1-imine CC(\C=N\CC1=C(C=CC=C1)C)(C)C